C1(=C(C=CC=C1)C1=CC=C(C=C1)C1=CC=CC=C1)C p-tolyl-biphenyl